(3R)-3-[1-[(3-bromophenyl)methyl]-2-methoxy-2-oxo-ethyl]pyrrolidine-1-carboxylic acid tert-butyl ester C(C)(C)(C)OC(=O)N1C[C@H](CC1)C(C(=O)OC)CC1=CC(=CC=C1)Br